(S)-5-Fluoro-N,N-diisopropyl-2-((4-(3-((9-oxo-3-azaspiro[5.5]undecane-3-yl)methyl)pyrrolidin-1-yl)pyrimidin-5-yl)oxy)benzamide FC=1C=CC(=C(C(=O)N(C(C)C)C(C)C)C1)OC=1C(=NC=NC1)N1C[C@@H](CC1)CN1CCC2(CC1)CCC(CC2)=O